Z-biotin OC(=O)CCCC[C@@H]1SC[C@@H]2NC(=O)N[C@H]12